((Z)-1-(1-cis-4-isopropylcyclohexyl)piperidin-4-yl)-1H-indole-2-carbaldehyde oxime C(C)(C)C1CCC(CC1)N1CCC(CC1)N1C(=CC2=CC=CC=C12)C=NO